tri(n-propylamino)silane C(CC)N[SiH](NCCC)NCCC